2-methyl-5-(7-(piperidine-1-carbonyl)isoquinolin-4-yl)isoindolin-1-one CN1C(C2=CC=C(C=C2C1)C1=CN=CC2=CC(=CC=C12)C(=O)N1CCCCC1)=O